naphthalen-2-ylmethylcarbamate C1=C(C=CC2=CC=CC=C12)CNC([O-])=O